FC1=C(OCC2=NC=CC(=N2)CNC(OC(C)(C)C)=O)C(=CC=C1)F Tert-Butyl ((2-((2,6-difluorophenoxy)methyl)pyrimidin-4-yl)methyl)carbamate